ClC=1C=C2C(NC(=NC2=CC1)CN1CCOC2=C1C=CC=C2)=O 6-chloro-2-(2,3-dihydro-1,4-benzoxazin-4-ylmethyl)-3H-quinazolin-4-one